1-((1S,4S)-5-(4-((4-chloro-5-(cyclopropylmethoxy)pyridin-2-yl)amino)pyrido[3,2-d]pyrimidin-6-yl)-2,5-diazabicyclo[2.2.1]heptan-2-yl)prop-2-en-1-one ClC1=CC(=NC=C1OCC1CC1)NC=1C2=C(N=CN1)C=CC(=N2)N2[C@@H]1CN([C@H](C2)C1)C(C=C)=O